(1R*,2S*)-2-((3-((1-(4-chlorophenyl)-2-oxo-2-(6-(trifluoromethoxy)indolin-1-yl)ethyl)amino)-5-methoxyphenoxy)methyl)-2-fluorocyclopropanecarboxylic acid ClC1=CC=C(C=C1)C(C(N1CCC2=CC=C(C=C12)OC(F)(F)F)=O)NC=1C=C(OC[C@]2([C@H](C2)C(=O)O)F)C=C(C1)OC |o1:30,31|